(1S,4R)-1,2,3,3-TETRAMETHYL-BICYCLO[2.2.1]HEPTAN-2-OL C[C@]12C(C([C@H](CC1)C2)(C)C)(O)C